1,2,3-propanetricarboxylic acid tris(4-butylcyclohexylamide) C(CCC)C1CCC(CC1)NC(=O)CC(CC(=O)NC1CCC(CC1)CCCC)C(=O)NC1CCC(CC1)CCCC